C(C1=CC=CC=C1)(=O)N1CCC(CC1)CCCCNC(\C=C\C=1C=NC=CC1)=O (E)-N-[4-(1-benzoylpiperidin-4-yl)butyl]-3-pyridin-3-ylprop-2-enamide